OC1=C(C=CC(=C1CC=C(C)C)O)[C@H]1COC2=C(C1=O)C(=CC(=C2)O)O (3S)-3-[2,4-dihydroxy-3-(3-methyl-2-buten-1-yl)phenyl]-2,3-dihydro-5,7-Dihydroxy-4H-1-benzopyran-4-one